C1(CCCC1)=CCCCCC=O 6-cyclopentylidene-Hexanal